6-bromo-1-isopropyl-1H-benzo[d]Imidazole BrC=1C=CC2=C(N(C=N2)C(C)C)C1